FC1=C(C(NC=2C3=C(CC(C12)C(C)C)C=C(C(=C3)OC)OCCCOC)=O)C(=O)O 4-fluoro-5-isopropyl-9-methoxy-8-(3-methoxypropoxy)-2-oxo-1,2,5,6-tetrahydrobenzo[h]quinoline-3-carboxylic acid